C[N+]1(CCC(CC1)[C@@H](C)NS(=O)(=O)C1=CC(=C(C=C1)NC(C1=C(C=CC=C1)C)=O)C)C (R)-1,1-dimethyl-4-(1-((3-methyl-4-(2-methylbenzamido)phenyl)sulfonamido)ethyl)piperidin-1-ium